CC=1C(=C(C(=O)N)C=C(C1)N1CCN(CC1)C)[N+](=O)[O-] 3-methyl-5-(4-methylpiperazin-1-yl)-2-nitrobenzamide